N1(N=CC=C1)C1=CC=C(C=C1)C1=NC(=CC(=N1)C(=O)OC)C Methyl 2-(4-(1H-pyrazol-1-yl) phenyl)-6-methylpyrimidine-4-carboxylate